C1(CC1)(C(=O)N)C(=O)N cyclopropan-1,1-dicarboxamide